5-(2-Methoxyethoxy)-2-[[4-(4-pyridyl)piperazin-1-yl]methyl]-1H-indole COCCOC=1C=C2C=C(NC2=CC1)CN1CCN(CC1)C1=CC=NC=C1